FC1=CC=C(C=C1)CN1CCNCC1 1-(4-fluorophenylmethyl)piperazine